COC=1NC=C(N1)C=1C(=NC=CC1)N1CCN(CC1)C 1-(3-(2-methoxy-1H-imidazol-4-yl)pyridin-2-yl)-4-methylpiperazine